1-methyl-3-(2-methyl-5-nitrophenyl)azetidine CN1CC(C1)C1=C(C=CC(=C1)[N+](=O)[O-])C